CN(C1=CC=C(CN2CCN(CC2)C(/C=C/C(=O)NC2=CC=C(C=C2)N(C)C)=O)C=C1)C (E)-4-(4-(4-(dimethylamino)benzyl)piperazin-1-yl)-N-(4-(dimethylamino)phenyl)-4-oxobut-2-enamide